FC1(CN(CC1(C)C)C=1C2=C(N=CN1)N=C(S2)C=2C(NC(NC2)=O)=O)F 5-[7-(3,3-difluoro-4,4-dimethyl-pyrrolidin-1-yl)thiazolo[4,5-d]pyrimidin-2-yl]-1H-pyrimidine-2,4-dione